2-[2-(2,2,2-trifluoroethyl)-2-azaspiro[3.3]heptan-6-yl]ethanol FC(CN1CC2(C1)CC(C2)CCO)(F)F